3'-[bis(2-hydroxyethyl)amino]acetanilide OCCN(C=1C=C(NC(C)=O)C=CC1)CCO